(6-(benzyloxy) hexyl) carbamate C(N)(OCCCCCCOCC1=CC=CC=C1)=O